1-methyl-2-oxo-7-(1,3,5-trimethyl-1H-pyrazol-4-yl)-1,2,3,4-tetrahydro-[1,4]diazepine CN1C(CNCC=C1C=1C(=NN(C1C)C)C)=O